CN(C)CC1=C(C=CC(=N1)NC=1C=CC(=C2CNC(C12)=O)C1=CN=C2N1C=CC(=C2)F)C2CCOCC2 7-((6-((dimethyl-amino)methyl)-5-(tetrahydro-2H-pyran-4-yl)pyridin-2-yl)amino)-4-(7-fluoro-imidazo[1,2-a]pyridin-3-yl)isoindolin-1-one